6-bromo-8-methyl-2-(3-methyl-1-benzofuran-2-yl)quinoline-4-carboxylic acid BrC=1C=C2C(=CC(=NC2=C(C1)C)C=1OC2=C(C1C)C=CC=C2)C(=O)O